4-(4-hydroxyphenyl)methylene-2,6-di-tert-butyl-cyclohexadiene-1-one OC1=CC=C(C=C1)C=C1C=C(C(C(=C1)C(C)(C)C)=O)C(C)(C)C